NC=1C=CC(=NC1OC)N1N=CC=C1 1-(5-amino-6-methoxy-pyridin-2-yl)-1H-pyrazole